Cl.C(C)N1C=NC=C1 1-Ethylimidazole hydrochloride